(±)-N-methyl-N-(2-methylphenyl)-4-[(5-methyl-1,3,4-thiadiazol-2-yl)sulfinyl]-3-nitrobenzamide CN(C(C1=CC(=C(C=C1)[S@@](=O)C=1SC(=NN1)C)[N+](=O)[O-])=O)C1=C(C=CC=C1)C |r|